N-[3-(1,1-difluoroethyl)phenyl]-3-methyl-1-(1-methylindol-6-yl)-5-oxo-4H-pyrazole-4-carboxamide FC(C)(F)C=1C=C(C=CC1)NC(=O)C1C(=NN(C1=O)C1=CC=C2C=CN(C2=C1)C)C